N-[7-(2-chloro-5-fluorophenyl)-3-(2,2-difluoroethyl)-2,9-dioxo-2,3,4,7,8,9-hexahydro[1,3]oxazino[6,5-e]isoindol-6-yl]-5-fluoro-3-(trifluoromethyl)benzamide ClC1=C(C=C(C=C1)F)C1NC(C2=C3C(=CC(=C12)NC(C1=CC(=CC(=C1)F)C(F)(F)F)=O)CN(C(O3)=O)CC(F)F)=O